OC1([C@H](CC[C@@]2([C@H]3CC[C@]4([C@H]([C@@H]3CC[C@@H]12)CC[C@@H]4[C@H](C)CCCC(C)(C)O)C)C)OC(C)=O)C acetic acid-(1R,3aS,3bS,5aR,7S,9aR,9bS,11aR)-6-hydroxyl-1-[(2R)-6-Hydroxy-6-methylhept-2-yl]-6,9a,11a-trimethylhexadecahydro-1H-cyclopenta[1,2-i]phenanthrene-7-yl ester